2-Chloro-5-(1-methoxycyclopropyl)pyridine 1-oxide ClC1=[N+](C=C(C=C1)C1(CC1)OC)[O-]